(R)-N-((3-Methoxythien-2-yl)methyl)-N-methyl-2-(9-(pyridin-2-yl)-6-oxaspiro[4.5]decan-9-yl)ethylamine hydrochloride Cl.COC1=C(SC=C1)CN(C)CC[C@]1(CCOC2(CCCC2)C1)C1=NC=CC=C1